[I-].C1CCCP12CCCCC2 5-phosphaspiro[4.5]decane iodide